FNC(=O)C=1NC(=C(N1)F)F trifluoroimidazoleamide